(3R)-4-[(4aR,8aS)-3,4,4a,5,6,7,8,8a-Octahydro-2H-quinolin-1-yl]-3-[cyclopropyl-[(2,4-dimethoxyphenyl)methyl]amino]-4-oxo-butanenitrile N1(CCC[C@H]2CCCC[C@H]12)C([C@@H](CC#N)N(CC1=C(C=C(C=C1)OC)OC)C1CC1)=O